C(C1=CC=CC=C1)O[C@H]1C[C@@H](O[C@]1(C(C)F)COCC1=CC=CC=C1)N1C2=NC(=NC(=C2N=C1)N)F 9-((2R,4S,5R)-4-(benzyloxy)-5-((benzyloxy)methyl)-5-(1-fluoroethyl)tetrahydrofuran-2-yl)-2-fluoro-9H-purin-6-amine